3-chloro-3-(2-fluorophenyl)cyclobutanecarboxylic acid ClC1(CC(C1)C(=O)O)C1=C(C=CC=C1)F